2-amino-N-(3-amino-3-oxo-1-tetrahydropyran-4-yl-propyl)-3-methyl-N-[[5-(trifluoromethyl)-2-pyridyl]methyl]quinoline-6-carboxamide NC1=NC2=CC=C(C=C2C=C1C)C(=O)N(CC1=NC=C(C=C1)C(F)(F)F)C(CC(=O)N)C1CCOCC1